N[C@@H](CCCCNC(OC(C)(C)C)=O)C1=NC(=NO1)CC1=CC=C(C=C1)C(C)(C)C (S)-tert-butyl (5-amino-5-(3-(4-(tert-butyl)benzyl)-1,2,4-oxadiazol-5-yl)pentyl)carbamate